2-(4-((6,7-Dimethoxyquinazolin-4-yl)amino)phenyl)ethylboronic Acid Formic Acid Salt C(=O)O.COC=1C=C2C(=NC=NC2=CC1OC)NC1=CC=C(C=C1)CCB(O)O